NC1=C(C=C(C=C1)[N+](=O)[O-])NC(=O)[C@@H]1N(CCC1)C (2R)-N-(2-amino-5-nitrophenyl)-1-methylpyrrolidine-2-carboxamide